S(=O)(=O)(C1=CC=C(C=C1)[N+](=O)[O-])O[C] nosyloxycarbon